dicyanoketene C(#N)C(=C=O)C#N